CC1=C(OC(O1)=O)CONC12C(=NN=C1C1=CC=CC=C1)OC(CC2)=O 3a-(((5-methyl-2-oxo-1,3-dioxol-4-yl)methoxy)amino)-3-phenyl-4,5-dihydropyrano[2,3-c]pyrazol-6(3aH)-one